3,4-dimethylcyclopentane-1,2-dione CC1C(C(CC1C)=O)=O